COC1=C(CNC2=NC=NC3=C2N=C(N=C3)C=3C=C(C=CC3)C#C[C@]3(C(N(CC3)C)=O)O)C=CC(=C1)OC (R)-3-((3-(8-((2,4-Dimethoxybenzyl)amino)pyrimido[5,4-d]pyrimidin-2-yl)phenyl)ethynyl)-3-hydroxy-1-methylpyrrolidin-2-one